C([C@H](C(=O)COP(=O)(O)O)O)O The molecule is the D-enantiomer of 2-dehydroerythrose 1-phosphate. It derives from a D-erythrulose. It is a conjugate acid of a D-erythrulose 1-phosphate(2-). It is an enantiomer of a L-erythrulose 1-phosphate.